C1(CC1)C(N1CC2(CCN3N=C(C=C32)C=3C=C(C(=NC3)N)C(F)(F)F)C1)C=1NC=CN1 5-{1-[cyclopropyl(1H-imidazol-2-yl)methyl]-5',6'-dihydrospiro[azetidine-3,4'-pyrrolo[1,2-b]pyrazol]-2'-yl}-3-(trifluoromethyl)pyridin-2-amine